ClC=1C(=CC=C2C=C(C=C(C12)N1CC=2N=C(N=C(C2CC1)OC)OC[C@]12CCCN2C[C@@H](C1)F)O[Si](C(C)C)(C(C)C)C(C)C)F 7-(8-chloro-7-fluoro-3-((triisopropyl-silyl)oxy)naphthalen-1-yl)-2-(((2R,7aS)-2-fluorohexahydro-1H-pyrrolizin-7a-yl)methoxy)-4-methoxy-5,6,7,8-tetrahydropyrido[3,4-d]pyrimidine